COC=1C2=C(N=C(N1)NC1CC(C1)(C(=O)N(C)C)C)NC=C2C=2C=CC=1N(C2)C(=NN1)C 3-((4-methoxy-5-(3-methyl-[1,2,4]triazolo[4,3-a]pyridin-6-yl)-7H-pyrrolo[2,3-d]pyrimidin-2-yl)amino)-N,N,1-trimethylcyclobutane-1-carboxamide